NC=1N=CN(C1)C=1C=C(C(=C(C(=O)OC)C1)OC)OC methyl 5-(4-amino-1H-imidazol-1-yl)-2,3-dimethoxybenzoate